5-allyloxypentanamine C(C=C)OCCCCCN